C(C)N(CCS(=O)(=O)N(C1=CC=CC=C1)CC1=CC=C(C=C1)C=1OC(=NN1)C(F)F)CC 2-(diethylamino)-N-(4-(5-(difluoromethyl)-1,3,4-oxadiazol-2-yl)benzyl)-N-phenylethane-1-sulfonamide